OC[C@@H]1N([C@@H](CC1)CC1CCC(CC1)OC)C(=O)OC(C)(C)C tert-butyl (2R,5S)-2-(hydroxymethyl)-5-(((1r,4S)-4-methoxycyclohexyl) methyl)-pyrrolidine-1-carboxylate